C(C)N1CC2=CC=C(C=C2C1)N 2-ethylisoindolin-5-amine